N1C=NC2=C1C=CC(=C2)N=CC2=C(C=C(C=C2F)C=2C=NN(C2)C)F N-(1H-benzo[d]imidazol-5-yl)-1-(2,6-difluoro-4-(1-methyl-1H-pyrazol-4-yl)phenyl)methanimine